C1(CCCCC1)C=1OC2=C(C=C(C=C2C(C1)=O)C)[C@H](C)NC1=C(C=CC=C1)C=1C=CC2=C(C=NOB2O)C1 (S)-2-cyclohexyl-8-(1-((2-(1-hydroxy-1H-benzo[d][1,2,6]oxazaborinin-6-yl)phenyl)amino)ethyl)-6-methyl-4H-chromen-4-one